N1=C2C(=CC=C1)CCC2 6,7-dihydro-cyclopenta[b]pyridine